cis-2-methoxy-5-(5-methylpiperidin-3-yl)pyridine trifluoroacetate FC(C(=O)O)(F)F.COC1=NC=C(C=C1)[C@@H]1CNC[C@@H](C1)C